2-[4-[4-[[(3R)-2,6-dioxo-3-piperidyl]amino]-2-fluoro-phenyl]-1-piperidyl]acetic acid O=C1NC(CC[C@H]1NC1=CC(=C(C=C1)C1CCN(CC1)CC(=O)O)F)=O